[3-(azepan-2-yl)-2-pyridinyl]methanol N1C(CCCCC1)C=1C(=NC=CC1)CO